C1(CC1)C(=O)NC1=CC(=C(C(=O)OC)C=C1)N1CC(CC1)C methyl 4-(cyclopropanecarbonylamino)-2-(3-methylpyrrolidin-1-yl)benzoate